8-(bicyclo[3.1.0]hex-3-yl)-2-(methylthio)-7-oxo-7,8-dihydropyrido[2,3-d]pyrimidine-6-carbonitrile C12CC(CC2C1)N1C(C(=CC2=C1N=C(N=C2)SC)C#N)=O